6-(5-cyanopyrazin-2-ylamino)-N-methyl-4-((tetrahydro-2H-pyran-4-yl)methylamino)pyridazine-3-carboxamide C(#N)C=1N=CC(=NC1)NC1=CC(=C(N=N1)C(=O)NC)NCC1CCOCC1